tert-butyl N-(cyclopropylmethyl)-N-[(3S)-1-{6-[2-(methoxymethoxy)-4-(6-methoxypyrimidin-4-yl)phenyl]pyridazin-3-yl}pyrrolidin-3-yl]carbamate C1(CC1)CN(C(OC(C)(C)C)=O)[C@@H]1CN(CC1)C=1N=NC(=CC1)C1=C(C=C(C=C1)C1=NC=NC(=C1)OC)OCOC